NCCC[N+]1(CCOCC1)C aminopropyl-methylmorpholinium